4-[(3S)-3-amino-3-methylpyrrolidin-1-yl]-6-cyano-N-[(1S)-1-cyclopropylethyl]-5-(3,5-difluorophenyl)pyridine-3-carboxamide N[C@@]1(CN(CC1)C1=C(C=NC(=C1C1=CC(=CC(=C1)F)F)C#N)C(=O)N[C@@H](C)C1CC1)C